Imidazoline Ethyl-Sulfate C(C)OS(=O)(=O)O.N1C=NCC1